ClC1=C(C=CC=2C3=C(NC12)CCN([C@@H]3C)C(=O)C3=NC=C(C=N3)OCCOC)Cl (R)-(6,7-dichloro-1-methyl-1,3,4,5-tetrahydro-2H-pyrido[4,3-b]indol-2-yl)(5-(2-methoxyethoxy)pyrimidin-2-yl)methanone